3-[7-(2,2,2-trifluoroethyl)quinazolin-4-yl]-3,9-diazaspiro[5.5]undecan FC(CC1=CC=C2C(=NC=NC2=C1)N1CCC2(CC1)CCNCC2)(F)F